(6-chlorobenzo[d]thiazol-2-yl)-2-((2-(4-fluorophenyl)-4-oxo-4H-chromen-3-yl)oxy)acetamide benzyl-3-oxohexahydropyrrolo[3,4-b][1,4]oxazine-6(2H)-carboxylate C(C1=CC=CC=C1)OC(=O)N1CC2OCC(NC2C1)=O.ClC1=CC2=C(N=C(S2)C(C(=O)N)OC2=C(OC3=CC=CC=C3C2=O)C2=CC=C(C=C2)F)C=C1